2-amino-N-[(3R)-1-benzylpyrrolidin-3-yl]acetamide dihydrochloride Cl.Cl.NCC(=O)N[C@H]1CN(CC1)CC1=CC=CC=C1